1,5,9-Triazacyclododecan N1CCCNCCCNCCC1